SN1N=CN=C1 mercapto-1H-1,2,4-triazole